N-phenyl-N-({5-[5-(trifluoromethyl)-1,3,4-oxadiazol-2-yl]-1,3-thiazol-2-yl}methyl)ethane-1-sulfonamide C1(=CC=CC=C1)N(S(=O)(=O)CC)CC=1SC(=CN1)C=1OC(=NN1)C(F)(F)F